O1CCC12CCN(CC2)C=2C=CC(=NC2)NC2=CC(=NC=1C=CNC(C21)=O)C2=C(C=C(C=C2)NC(=O)C2CCCCC2)F N-(4-(4-((5-(1-oxa-7-azaspiro[3.5]nonan-7-yl)pyridin-2-yl)amino)-5-oxo-5,6-dihydro-1,6-naphthyridin-2-yl)-3-fluorophenyl)cyclohexane-carboxamide